2α-fluoro-3β,7α-dihydroxy-5β-cholanic acid F[C@H]1[C@@H](C[C@H]2C[C@H]([C@H]3[C@@H]4CC[C@H]([C@@H](CCC(=O)O)C)[C@]4(CC[C@@H]3[C@]2(C1)C)C)O)O